mono-tetradecylphosphate monosodium salt [Na+].C(CCCCCCCCCCCCC)OP(=O)([O-])O